NC1=NC=CC(=C1C#CC1(CCCCCC1)O)C=1C=C2C(=NNC2=CC1)N 1-((2-amino-4-(3-amino-1H-indazol-5-yl)pyridin-3-yl)ethynyl)cycloheptan-1-ol